C(CS)(=O)OCCC[Si](OCC)(OCC)OCC TRIETHOXYSILYLPROPYL THIOGLYCOLATE